FC(C(=O)O)(F)F.NCCOCCOC[C@@H](COCC1=CC=CC=C1)O (2R)-1-[2-(2-aminoethoxy)ethoxy]-3-benzyloxy-propan-2-ol, trifluoroacetate salt